COC=1C=C2CCN(CC2=CC1NC1=NC=C2C(=N1)N(N=C2)C2CCC(CC2)C(=O)NC)C (1r,4r)-4-(6-((6-methoxy-2-methyl-1,2,3,4-tetrahydroisoquinolin-7-yl)amino)-1H-pyrazolo[3,4-d]pyrimidin-1-yl)-N-methylcyclohexane-1-carboxamide